FC(C=1N=CC=2N(C1)C(=CN2)C2=NC=CC(=N2)N2CC(CCC2)CC(=O)N)(F)F 2-(1-(2-(6-(Trifluoromethyl)imidazo[1,2-a]pyrazin-3-yl)pyrimidin-4-yl)piperidin-3-yl)acetamide